(8-bromo-6-nitroquinolin-2-yl)(methyl)carbamic acid tert-butyl ester C(C)(C)(C)OC(N(C)C1=NC2=C(C=C(C=C2C=C1)[N+](=O)[O-])Br)=O